C(C)OC(CC1=NN(C(C(=C1)C(F)(F)F)=O)CC1=CC=C(C=C1)OC)=O 2-[1-(4-Methoxybenzyl)-6-oxo-5-(trifluoromethyl)-1,6-dihydropyridazin-3-yl]acetic acid ethyl ester